1-(2,2-dimethyl-4H-benzo[d][1,3]dioxin-6-yl)ethan-1-ol CC1(OCC2=C(O1)C=CC(=C2)C(C)O)C